C(C)(=O)C1=C(C=CC=C1)NC(CCC(=O)NC=1C=CC=C2C=CC=NC12)CC1=CC=CC=C1 4-((2-acetylphenyl)amino)-5-phenyl-N-(quinoline-8-yl)valeramide